1-(4-(4-(5-(2-chloro-6-fluorophenyl)-4,5-dihydroisoxazol-3-yl)thiazol-2-yl)piperidin-1-yl)-2-((3-chloropyrazin-2-yl)oxy)ethan-1-one ClC1=C(C(=CC=C1)F)C1CC(=NO1)C=1N=C(SC1)C1CCN(CC1)C(COC1=NC=CN=C1Cl)=O